FC(OC=1C=CC(=NC1)N)(F)F 5-(trifluoromethoxy)pyridin-2-amine